2-(((1r,4r)-4-aminocyclohexyl)oxy)acetamide NC1CCC(CC1)OCC(=O)N